C(=C)(C)CC(C)(C)C tert-octene